N1N=NC2=C1CCC1C(CC2)C1 1,4,5,5a,6,6a,7,8-octahydrocyclopropa[5,6]cycloocta[1,2-d]-1,2,3-triazole